(5s,8s,10ar)-3-acetyl-5-(5-((diethoxyphosphoryl)difluoromethyl)benzo[b]thiophene-2-carboxamido)-6-oxo-decahydropyrrolo[1,2-a][1,5]diazocine-8-carboxylic acid C(C)(=O)N1CC[C@@H]2N(C([C@H](C1)NC(=O)C1=CC3=C(S1)C=CC(=C3)C(F)(F)P(=O)(OCC)OCC)=O)[C@@H](CC2)C(=O)O